O=C1NC(CCC1N1C(C2=CC=CC(=C2C1=O)N1CCN(CC1)CCN1CCC(CC1)NC(OC(C)(C)C)=O)=O)=O tert-butyl (1-(2-(4-(2-(2,6-dioxopiperidin-3-yl)-1,3-dioxoisoindolin-4-yl)piperazin-1-yl)ethyl)piperidin-4-yl)carbamate